O=C1N(C(CC1)=O)OC(CCC(=O)N1[C@@H](CCC1)C(=O)N1[C@@H](CCC1)C(=O)ON1C(CCC1=O)=O)=O 2,5-dioxopyrrolidin-1-yl (4-((2,5-dioxopyrrolidin-1-yl)oxy)-4-oxobutanoyl)-L-prolyl-L-prolinate